(Z)-S-(2-(N-((4-amino-2-methylpyrimidin-5-yl)methyl) formamido)-5-(phosphonooxy)pent-2-en-3-yl)furan-2-carbothioate NC1=NC(=NC=C1CN(C=O)C(C)=C(CCOP(=O)(O)O)\S=C(/[O-])\C=1OC=CC1)C